1-[(S)-1-(2-Difluoromethoxy-pyridin-4-yl)-ethyl]-3-spiro[2.3]hex-5-yl-urea FC(OC1=NC=CC(=C1)[C@H](C)NC(=O)NC1CC2(CC2)C1)F